C(C1=CC=CC=C1)NC(=O)C1=CC=2C(=NC=CC2)N1 N-benzyl-1H-pyrrolo[2,3-b]Pyridine-2-carboxamide